CC1OS(OC1C)=O 4,5-dimethyl-1,3,2-dioxathiolane 2-oxide